CC(C(=O)O)(C)OCC1=NN(C(=C1)C1=CC(=CC=C1)OCC(C)C)C1=C(C=CC=C1)C 2-Methyl-2-([1-(2-methylphenyl)-5-[3-(2-methylpropoxy)phenyl]-1H-pyrazol-3-yl]methoxy)propanoic acid